methyl 2-cyclopropyl-4-(4-(difluoromethoxy) phenyl)-5,7-dioxo-4,5,6,7-tetrahydrothieno[3,2-b]pyridine-6-carboxylate C1(CC1)C1=CC=2N(C(C(C(C2S1)=O)C(=O)OC)=O)C1=CC=C(C=C1)OC(F)F